Dimethylglyoxime CC(C(=NO)C)=NO